CS(=O)(=O)OC1(CC(C1)(F)F)C1=NC=C(C=N1)Br 1-(5-bromopyrimidin-2-yl)-3,3-difluorocyclobutyl methanesulfonate